2,4,6-trichloro-3,5-bistrifluoromethylaniline ClC1=C(N)C(=C(C(=C1C(F)(F)F)Cl)C(F)(F)F)Cl